ClCC1=NC2=C(N1C[C@H]1OCC1)C=C(C=C2OCC)C(=O)OC Methyl (S)-2-(chloromethyl)-4-ethoxy-1-(oxetan-2-ylmethyl)-1H-benzo[d]imidazole-6-carboxylate